sodium styrenesulfonate, sodium salt [Na+].C(=CC1=CC=CC=C1)S(=O)(=O)[O-].[Na+].C(=CC1=CC=CC=C1)S(=O)(=O)[O-]